1-(TRIISOPROPYLSILYL)-1H-PYRAZOL-3-YLBORONIC ACID C(C)(C)[Si](N1N=C(C=C1)B(O)O)(C(C)C)C(C)C